COC(=O)C1C(NC2=CC(=C(N=C2C1=O)Cl)Br)=O.BrC1=CC=C(C=C1)C1=CC=C(C=C1)OCC1=CC=CC=C1 1-(4-bromophenyl)-4-(phenylmethoxy)benzene methyl-7-bromo-6-chloro-2,4-dioxo-1,2,3,4-tetrahydro-1,5-naphthyridine-3-carboxylate